BrC=1OC=CN1 2-bromooxazole